BrC12C(N(C(C2C2(C(=C(C1(C2=O)C)C2=CC=CC=C2)C2=CC=CC=C2)C)=O)CCCCCC(=O)OC(C)(C)C)=O tert-Butyl 6-(3a-bromo-4,7-dimethyl-1,3,8-trioxo-5,6-diphenyl-1,3,3a,4,7,7a-hexahydro-2H-4,7-methanoisoindol-2-yl)hexanoate